tert-Butyl 3-[1-(2,7-oxazepan-3-yl)indazol-3-yl]propanoate C1OC(CCCN1)N1N=C(C2=CC=CC=C12)CCC(=O)OC(C)(C)C